N-{6-[(2-aminophenyl)amino]-6-oxohexyl}-3-[4-(pyrrolidin-1-yl)phenyl]-1H-pyrazole-5-carboxamide NC1=C(C=CC=C1)NC(CCCCCNC(=O)C1=CC(=NN1)C1=CC=C(C=C1)N1CCCC1)=O